C(=O)(OC(C)(C)C)N1[C@H](CC[C@H](C1)N)C (2S,5R)-1-BOC-5-amino-2-methyl-piperidine